ClC1=C(C(=NN1C)C1=NOC(=C1)C)CN1CC(CC1)CN (1-((5-Chloro-1-methyl-3-(5-methylisoxazol-3-yl)-1H-pyrazol-4-yl)methyl)pyrrolidin-3-yl)methanamine